N6-propargyladenosine 5'-triphosphate P(O)(=O)(OP(=O)(O)OP(=O)(O)O)OC[C@@H]1[C@H]([C@H]([C@@H](O1)N1C=NC=2C(NCC#C)=NC=NC12)O)O